CC1=C(OC=2CCC3=CN(N=C3C21)CC2CCOCC2)C(=O)OCC ethyl 8-methyl-2-[(oxacyclohex-4-yl) methyl]-4,5-dihydro-2H-furo[2,3-g]indazole-7-carboxylate